(R)-3-((5-chloro-1H-indol-2-yl)methyl)-1-methyl-1-(1-(2-(2-oxopyridin-1(2H)-yl)acetyl)piperidin-3-yl)urea ClC=1C=C2C=C(NC2=CC1)CNC(N([C@H]1CN(CCC1)C(CN1C(C=CC=C1)=O)=O)C)=O